C(C=C)(=O)OC1=C(C2=CC=CC=C2C=C1)S(=O)(=O)O acryloyloxynaphthalenesulphonic acid